6-(1-(3-Chloropyridin-2-yl)-3-(2,2,2-trifluoroethoxy)-1H-pyrazol-5-carboxamido)-N-ethoxy-5-methylpyrazolo[1,5-a]pyridin-7-carboxamid ClC=1C(=NC=CC1)N1N=C(C=C1C(=O)NC=1C(=CC=2N(C1C(=O)NOCC)N=CC2)C)OCC(F)(F)F